N=1SN=C2C1C=CC=C2S(=O)(=O)N2C[C@H]([C@@H](CC2)C(=O)NC=2C=CC1=C(N=CS1)C2)F trans-1-(benzo[c][1,2,5]thiadiazol-4-ylsulfonyl)-N-(benzo[d]thiazol-5-yl)-3-fluoropiperidine-4-carboxamide